4-[(3R)-3-methyl-4-propanoylpiperazin-1-yl]-2-(1-methyl-1H-pyrazol-4-yl)pyrimidine-5-carbonitrile C[C@@H]1CN(CCN1C(CC)=O)C1=NC(=NC=C1C#N)C=1C=NN(C1)C